C(CCCC)OCOCCCC(CC(CC(CC(CC(CC(CCCBr)C)C)C)C)C)C 17-bromo-4,6,8,10,12,14-hexamethylheptadecyl pentyloxymethyl ether